S(=O)(=O)(O)[Ge](=O)[O-] Sulphogermanate